(S)-ethyl 8-(2-amino-6-((R)-1-(5-chloro-3'-fluoro-[1,1'-biphenyl]-2-yl)-2,2,2-trifluoroethoxy)pyrimidin-4-yl)-2,8-diazaspiro[4.5]decane-3-carboxylate NC1=NC(=CC(=N1)N1CCC2(C[C@H](NC2)C(=O)OCC)CC1)O[C@@H](C(F)(F)F)C1=C(C=C(C=C1)Cl)C1=CC(=CC=C1)F